FC=1C=CC=C2C(=CN(C(C12)=O)C)C(C)N(C(=O)N)C 1-(1-(8-fluoro-2-methyl-1-oxo-1,2-dihydroisoquinolin-4-yl)ethyl)-1-methylurea